FC(C(C(C(C(C(C(C1=CC=C(NCCO)C=C1)(F)F)(F)F)(F)F)(F)F)(F)F)(F)F)(C(F)(F)F)F 4-(heptadecafluorooctyl)anilineethanol